NC1=NC2=C(C=CC=C2C=N1)C1=C(C=C(C#N)C=C1)OC1=CC(=NC(=C1)N1CCOCC1)C 4-(2-aminoquinazolin-8-yl)-3-(2-methyl-6-morpholin-4-ylpyridin-4-yl)oxybenzonitrile